F[P-](F)(F)(F)(F)F.O(C1=CC=CC=C1)C1=CC=C(C=C1)[SH2+] (4-phenoxyphenyl)-sulfonium hexafluorophosphat